(4-(2-fluoro-4-(1H-pyrazol-4-yl)phenyl)piperidin-1-yl)(1-fluorocyclohexyl)methanone FC1=C(C=CC(=C1)C=1C=NNC1)C1CCN(CC1)C(=O)C1(CCCCC1)F